(±)-terpinen-4-ol CC1=CC[C@](C(C)C)(O)CC1 |r|